1-((Trans)-4-((7-(2-(2-fluoro-[1,1'-biphenyl]-4-yl)propanoyl)-7H-pyrrolo[2,3-d]pyrimidin-4-yl)(methyl)amino)cyclohexyl)-N-methyl-methanesulfonamide FC1=C(C=CC(=C1)C(C(=O)N1C=CC2=C1N=CN=C2N([C@@H]2CC[C@H](CC2)CS(=O)(=O)NC)C)C)C2=CC=CC=C2